C(C1=CC=CC=C1)OC(=O)N1[C@@H](C[C@](CC1)(C)O)C1=CC=CC=C1.C[Si](OC(C#C)(C)C)(OC(C#C)(C)C)OC(C#C)(C)C |r| methyl-tris(1,1-dimethyl-propyneoxy)silane benzyl-rac-(2S,4R)-4-hydroxy-4-methyl-2-phenylpiperidine-1-carboxylate